C1=NC=CC2=C(C=CC=C12)NC1NC(NC(N1)C1=C(N(C)N)C=CC=C1)NC 6-(isoquinolin-5-ylamino)-4-(methylamino)-1,3,5-triazacyclohexan-2-yl-(amino(methyl)aniline)